BrC1=CC=C(S1)CN1C2(CC(C1)C2)C(=O)O 2-((5-Bromothiophen-2-yl)methyl)-2-azabicyclo[2.1.1]hexane-1-carboxylic acid